4-chloro-6-ethylpyrimidine ClC1=NC=NC(=C1)CC